O1-tert-butyl O3-methyl (3S)-4-[(3-ethoxy-2,2-dimethyl-3-oxopropyl)carbamoyl]piperazine-1,3-dicarboxylate C(C)OC(C(CNC(=O)N1[C@@H](CN(CC1)C(=O)OC(C)(C)C)C(=O)OC)(C)C)=O